BrC=1C=C(C=C(C1)CCCN1C(C2=CC=CC=C2C1=O)=O)C1=C(C=CC(=C1)Cl)NS(=O)(=O)C1=CC=C(C=C1)C N-(3'-bromo-5-chloro-5'-(3-(1,3-dioxoisoindolin-2-yl)propyl)-[1,1'-biphenyl]-2-yl)-4-methylbenzenesulfonamide